[Cl-].[Cl-].[Cl-].[Cl-].[Ga+3].C[N+](CCl)(C)C trimethyl-chloromethyl-ammonium gallium (III) tetrachloride